1-(11-mercaptoundecyl)imidazole SCCCCCCCCCCCN1C=NC=C1